carbon (folate) C(CC[C@@H](C(=O)O)NC(=O)C1=CC=C(NCC2=CN=C3N=C(N)NC(=O)C3=N2)C=C1)(=O)[O-].[C+4].C(CC[C@@H](C(=O)O)NC(=O)C1=CC=C(NCC2=CN=C3N=C(N)NC(=O)C3=N2)C=C1)(=O)[O-].C(CC[C@@H](C(=O)O)NC(=O)C1=CC=C(NCC2=CN=C3N=C(N)NC(=O)C3=N2)C=C1)(=O)[O-].C(CC[C@@H](C(=O)O)NC(=O)C1=CC=C(NCC2=CN=C3N=C(N)NC(=O)C3=N2)C=C1)(=O)[O-]